tert-butyl trans-4-ethynylcyclohexanecarboxylate C(#C)[C@@H]1CC[C@H](CC1)C(=O)OC(C)(C)C